[Cu].C(C1=CC=CC=C1)(=O)N benzamide copper